CS(=O)(=O)C=1C(NC=C(C1)C1CNCCC1)=O 3-(methylsulfonyl)-5-(piperidin-3-yl)pyridin-2(1H)-one